OC[C@H](/C=C\1/C(NC2(CC2)C1)=O)NC(OC(C)(C)C)=O tert-butyl N-[(2S)-1-hydroxy-3-[(6E)-5-oxo-4-azaspiro[2.4]heptan-6-ylidene]propan-2-yl]carbamate